chloro-2-(trifluoromethyl)aniline ClNC1=C(C=CC=C1)C(F)(F)F